CC([C@H](C)N)C (2S)-3-methyl-2-butanamine